6-[4-(1H-pyrazol-4-yl)-1H-indazol-7-yl]Pyridazin-3-amine N1N=CC(=C1)C1=C2C=NNC2=C(C=C1)C1=CC=C(N=N1)N